C(O)C1CCC(CC1)CO 1,4-Dimethylolcyclohexan